ClC1=C(C=CC=C1)C=1N=C(NC1)C=1SC=CC1 4-(2-chlorophenyl)-2-(2-thienyl)imidazole